(p-vinyl-phenoxy)tertiary butyl-dimethyl-silane Ethyl-2-(2,6-dimethyl-4-((5-oxo-4-phenyl-4,5-dihydro-1H-1,2,4-triazol-1-yl)methyl)phenoxy)-2-methylpropionate C(C)OC(C(C)(C)OC1=C(C=C(C=C1C)CN1N=CN(C1=O)C1=CC=CC=C1)C)=O.C(=C)C1=CC=C(O[Si](C)(C)C(C)(C)C)C=C1